Cl.CC1=C(C=CC=C1C(F)F)[C@@H](C)N (R)-1-(2-methyl-3-(difluoromethyl)phenyl)ethane-1-amine hydrochloride